2-(3-fluorophenyl)-4-[[phenylsulfonyl]oxy]-5-amino-3(2H)-furanone FC=1C=C(C=CC1)C1OC(=C(C1=O)OS(=O)(=O)C1=CC=CC=C1)N